3,3'-(butane-1,4-diyl)bis(1-vinyl-3-imidazolium) bis(trifluoromethanesulfonyl)imide [N-](S(=O)(=O)C(F)(F)F)S(=O)(=O)C(F)(F)F.C(CCC[N+]1=CN(C=C1)C=C)[N+]1=CN(C=C1)C=C.[N-](S(=O)(=O)C(F)(F)F)S(=O)(=O)C(F)(F)F